BrC1=C2C(N(C(C2=CC=C1CN1C[C@@H](CCC1)C1=CC=C(C=C1)N1N=C2C(=CC=CC2=C1)C(=O)N)=O)C1C(NC(CC1)=O)=O)=O 2-(4-((3S)-1-((4-bromo-2-(2,6-dioxopiperidin-3-yl)-1,3-dioxoisoindolin-5-yl)methyl)piperidin-3-yl)phenyl)-2H-indazole-7-carboxamide